5-bromo-2,3-dihydro-1H-pyrrolo[3,2-b]pyridine BrC1=CC=C2C(=N1)CCN2